(S)-(5-(1-(difluoromethyl)-1H-pyrazol-3-yl)-1,3,4-oxadiazol-2-yl)(4-(4-fluoropyrazolo[1,5-a]pyridin-2-yl)-6,7-dihydro-1H-imidazo[4,5-c]pyridin-5(4H)-yl)methanone FC(N1N=C(C=C1)C1=NN=C(O1)C(=O)N1[C@@H](C2=C(CC1)NC=N2)C2=NN1C(C(=CC=C1)F)=C2)F